N-(1-cyclobutylethyl)-5-(4-(trifluoromethyl)phenoxy)-2-naphthamide C1(CCC1)C(C)NC(=O)C1=CC2=CC=CC(=C2C=C1)OC1=CC=C(C=C1)C(F)(F)F